(R)-1-(benzylamino)propan-2-ol C(C1=CC=CC=C1)NC[C@@H](C)O